5-((2-((tert-butyldimethylsilyl)oxy)-3-methoxybenzyl)amino)-N-(4-(3,4-difluorophenyl)-5-(1H-pyrazol-4-yl)thiazol-2-yl)-3-methylpyridine-2-sulfonamide [Si](C)(C)(C(C)(C)C)OC1=C(CNC=2C=C(C(=NC2)S(=O)(=O)NC=2SC(=C(N2)C2=CC(=C(C=C2)F)F)C=2C=NNC2)C)C=CC=C1OC